1-(3-(2-cyclopropyl-4-iodo-1H-imidazol-1-yl)bicyclo[1.1.1]pentan-1-yl)piperidine C1(CC1)C=1N(C=C(N1)I)C12CC(C1)(C2)N2CCCCC2